Cl.NCCC(=O)C1CN(CCCN1)C1=C(C=NC2=CC(=C(C=C12)OC)OC)C#N 4-(3-(3-aminopropionyl)-1,4-diazacycloheptan-1-yl)-6,7-dimethoxyquinolin-3-carbonitrile hydrochloride